N,N-diethyl-2,6-dihydroxy-5'-methyl-4-pentyl-2'-(prop-1-en-2-yl)-[1,1'-biphenyl]-3-carboxamide C(C)N(C(=O)C=1C(=C(C(=CC1CCCCC)O)C1=C(C=CC(=C1)C)C(=C)C)O)CC